2-(4'-chloro-3,3-difluorospiro[cyclobutane-1,5'-pyrrolo[2,3-d]pyrimidin]-7'(6'H)-yl)isonicotinonitrile ClC=1C2=C(N=CN1)N(CC21CC(C1)(F)F)C=1C=C(C#N)C=CN1